di(methyl)di(n-butyl)tin (IV) C[Sn](CCCC)(CCCC)C